C(#N)C=1C=NN2C1C(=CC(=C2)C=2C=NN(C2)C)C2=CN(C=C2)C(=O)NCC=2C=NC(=CC2)N2N=CC(=C2)F 3-(3-cyano-6-(1-methyl-1H-pyrazol-4-yl)pyrazolo[1,5-a]pyridin-4-yl)-N-((6-(4-fluoro-1H-pyrazol-1-yl)pyridin-3-yl)methyl)-1H-pyrrole-1-carboxamide